C1(CC1)S(=O)(=O)NC=1SC(=C(N1)C(=O)OCC)C Ethyl 2-(cyclopropanesulfonamido)-5-methylthiazole-4-carboxylate